1-tetradecanoyl-2-heneicosanoyl-glycero-3-phosphocholine C(CCCCCCCCCCCCC)(=O)OCC(OC(CCCCCCCCCCCCCCCCCCCC)=O)COP(=O)([O-])OCC[N+](C)(C)C